[Pb].[Cs] CESIUM-LEAD